N-((1S,2R)-2-((4-Bromo-2-(piperidin-1-carbonyl)-6-(trifluoromethyl)phenyl)amino)cyclohexyl)isoquinolin-4-formamide BrC1=CC(=C(C(=C1)C(F)(F)F)N[C@H]1[C@H](CCCC1)NC(=O)C1=CN=CC2=CC=CC=C12)C(=O)N1CCCCC1